ClC=1C=C2C(=NC1C1=NC=CC=N1)N(C=C2C(=O)C=2C=NN(C2C(F)(F)F)C2=CN=CC1=C(C=CC=C21)F)CC [5-chloro-1-ethyl-6-(pyrimidin-2-yl)-1H-pyrrolo[2,3-b]pyridin-3-yl][1-(8-fluoroisoquinolin-4-yl)-5-(trifluoromethyl)-1H-pyrazol-4-yl]methanone